C(CCC)OC1=CC=C(C=C1)S(=O)(=O)C=1C=NC2=CC=C(C=C2C1N1CCN(CCC1)C)SC 3-((4-butoxyphenyl)sulfonyl)-4-(4-methyl-1,4-diazepan-1-yl)-6-(methylthio)quinoline